N,N,N',N',N''-pentakis-ethoxymethyl-[1,3,5]triazine-2,4,6-triamine C(C)OCN(C1=NC(=NC(=N1)N(COCC)COCC)NCOCC)COCC